O1C[C@@H](CC1)OS(=O)(=O)C1=CC=C(C=C1)C (3R)-4-methylbenzenesulfonic acid oxacyclopentane-3-yl ester